(R)-2-(4-cyclopropyl-1H-1,2,3-triazol-1-yl)-1-((2s,4R)-4-hydroxy-2-(5-methoxybenzo[d]thiazol-2-yl)pyrrolidin-1-yl)-3-methylbutan-1-one C1(CC1)C=1N=NN(C1)[C@@H](C(=O)N1[C@@H](C[C@H](C1)O)C=1SC2=C(N1)C=C(C=C2)OC)C(C)C